N1(CCCC1)CCNC(C1=CC=CC=C1)=O N-(2-pyrrolidin-1-yl-ethyl)-benzamide